sodium (S)-3-(3-(1,6-dimethyl-4-oxido-2-oxo-1,2-dihydropyridin-3-yl)ureido)-3-(6-fluoro-2',6'-dimethylbiphenyl-3-yl)propanoate CN1C(C(=C(C=C1C)[O-])NC(N[C@@H](CC(=O)[O-])C=1C=C(C(=CC1)F)C1=C(C=CC=C1C)C)=O)=O.[Na+].[Na+]